FC1=CC=C(C=C1)CCCC=1OC=CC1 [3-(4-Fluorophenyl)propyl]furan